ClC1=C(C=CC=C1)[C@H](C)OC1=CC=C(C(=O)N[C@H](C)\C=C\S(=O)(=O)C)C=C1 4-((S)-1-(2-chlorophenyl)ethoxy)-N-((R,E)-4-(methylsulfonyl)but-3-en-2-yl)benzamide